(R)-5-(1-(3,5-dichloropyridin-4-yl)ethoxy)-3-(6-(6-(methylsulfonyl)-2,6-diazaspiro[3.3]heptan-2-yl)pyridin-3-yl)-1H-indazole ClC=1C=NC=C(C1[C@@H](C)OC=1C=C2C(=NNC2=CC1)C=1C=NC(=CC1)N1CC2(C1)CN(C2)S(=O)(=O)C)Cl